ClC1=C(/C=C/C=2OC=CC(C2O)=O)C=C(C=C1)[N+](=O)[O-] (E)-2-(2-chloro-5-nitrostyryl)-3-hydroxy-4H-pyran-4-one